N-(2-phenylethyl)benzamide C1(=CC=CC=C1)CCNC(C1=CC=CC=C1)=O